5-[(2,4-diamino-5-pyrimidinyl)oxy]-4-isopropyl-2-methoxybenzenesulfonamide NC1=NC=C(C(=N1)N)OC=1C(=CC(=C(C1)S(=O)(=O)N)OC)C(C)C